FC1=CC=C(C=C1)C1=C(COC2=CC=C(C=C12)O)C(=O)O 4-(4-fluorophenyl)-6-hydroxy-2H-chromene-3-carboxylic acid